1-(3-bromophenyl)-N-methyl-methylamine BrC=1C=C(C=CC1)CNC